IC1=CC2=C(OCO2)C=C1 5-iodobenzo[d][1,3]dioxolane